ClC1=CC=C(C=C1)C=1N=C2OC=CN2C1CNC1CC2=CC=CC=C2C1 N-((6-(4-chlorophenyl)imidazo[2,1-b]oxazol-5-yl)methyl)-2,3-dihydro-1H-inden-2-amine